3-[(1R)-1-({3-chloro-6-[6-(dimethylphosphoryl)pyridin-3-yl]-2-methyl-1,5-naphthyridin-4-yl}amino)ethyl]-4-fluorobenzonitrile ClC=1C(=NC2=CC=C(N=C2C1N[C@H](C)C=1C=C(C#N)C=CC1F)C=1C=NC(=CC1)P(=O)(C)C)C